(E)-1-(2,4-dihydroxy-3-(3-(methyl-d3)but-2-en-1-yl-2,4,4,4-d4)phenyl-5-d)-3-(4-hydroxyphenyl)prop-2-en-1-one OC1=C(C=C(C(=C1CC(=C(C([2H])([2H])[2H])C([2H])([2H])[2H])[2H])O)[2H])C(\C=C\C1=CC=C(C=C1)O)=O